2-[4-chloro-6-(trifluoromethoxy)-3-quinolyl]oxazole ClC1=C(C=NC2=CC=C(C=C12)OC(F)(F)F)C=1OC=CN1